propoxyethanol CCCOCCO